O=C1OC=CC1C=O 2,3-DIHYDRO-2-OXO-3-FURANCARBOXALDEHYDE